C(C)NCC N-ethylethylamine